tetrahydro-4-methylthiophenylthiomethane bisphosphonate P(O)(O)=O.P(O)(O)=O.CC1CC(SC1)SC